C1(=CC=CC=C1)NC(=O)NCC1=NC(=NO1)C=1SC=CC1 1-phenyl-3-{[3-(thiophen-2-yl)-1,2,4-oxadiazol-5-yl]meth-yl}urea